C1(N=CC=C2N1CC1N2CCC1)=O 7,8,8a,9-tetrahydropyrrolo[1',2':3,4]imidazo[1,2-c]pyrimidin-1(6H)-one